(S)-2,2-difluoro-1-phenylethyl (1-methyl-4-(5-(methylsulfonamido) pyridin-2-yl)-1H-1,2,3-triazol-5-yl)carbamate CN1N=NC(=C1NC(O[C@H](C(F)F)C1=CC=CC=C1)=O)C1=NC=C(C=C1)NS(=O)(=O)C